ClC=1C=C(C(=C(C1)C=1C(=NN(C1)C1=C(C=C(C=C1)N1CCN(CC1)C(=O)OC(C)(C)C)F)C1=CC=NC=C1)F)NS(=O)(=O)N1CCCC1 tert-butyl 4-[4-(4-{5-chloro-2-fluoro-3-[(pyrrolidine-1-sulfonyl)amino]phenyl}-3-(pyridin-4-yl)pyrazol-1-yl)-3-fluorophenyl]piperazine-1-carboxylate